CCC(=O)C1=CC=C(C=C1)Br P-bromopropiophenone